C(C)(C)(C)OC(=O)N(C1CCN(CC1)C1=NC=C(C=N1)C(=O)OC)C1C(C1)C1=CC=C(C=C1)F Methyl 2-(4-((tert-butoxycarbonyl)(2-(4-fluorophenyl)cyclopropyl)amino)piperidin-1-yl)pyrimidine-5-carboxylate